2-Bromo-3-methylbutyric acid methyl ester COC(C(C(C)C)Br)=O